N1=C(C=CC=C1)CCC(=O)O 3-(2-pyridinyl)propionic acid